3-(5-(3-(oxetan-3-yl)-7-(pyrrolidin-1-ylmethyl)-3H-imidazo[4,5-b]pyridin-5-yl)-1-oxoisoindolin-2-yl)piperidine-2,6-dione O1CC(C1)N1C=NC=2C1=NC(=CC2CN2CCCC2)C=2C=C1CN(C(C1=CC2)=O)C2C(NC(CC2)=O)=O